The molecule is a propane-1,2-diol. It has a role as a human metabolite and an Escherichia coli metabolite. It is an enantiomer of a (S)-propane-1,2-diol. C[C@H](CO)O